ClC=1C(=C(C(=CC1)F)C1=C(C(=NN(C1=O)C)C)OC(C(C)C)=O)C=C 2-Methylpropanoic acid [5-(3-chloro-6-fluoro-2-vinyl-phenyl)-1,3-dimethyl-6-oxo-pyridazin-4-yl] ester